C(C1=CC=CC=C1)O[C@@](CC=C)(C(F)(F)F)C1=NN=C(O1)C1=C(C=C(C(=N1)NC(CC(C=C)O[Si](C)(C)C(C)(C)C)(C)C)C(F)(F)F)[N+](=O)[O-] 6-[5-[(1R)-1-Benzyloxy-1-(trifluoromethyl)but-3-enyl]-1,3,4-oxadiazol-2-yl]-N-[3-[tert-butyl(dimethyl)silyl]oxy-1,1-dimethyl-pent-4-enyl]-5-nitro-3-(trifluoromethyl)pyridin-2-amine